6-(benzo[d][1,3]dioxol-5-yl)-3,4-dihydroisoquinoline O1COC2=C1C=CC(=C2)C=2C=C1CCN=CC1=CC2